FC1CC(C1)(C1=CC(=CC=C1)[N+](=O)[O-])CC(=O)NNC(NC)=S 2-(2-((1R,3S)-3-fluoro-1-(3-nitrophenyl)cyclobutyl)acetyl)-N-methylhydrazinecarbothioamide